N[C@@H]1CC[C@H](CC1)NC1=NC=C(C(=N1)C1=CC(=NC=C1)C(C)(C)O)F trans-2-(4-(2-((4-aminocyclohexyl)amino)-5-fluoropyrimidin-4-yl)pyridin-2-yl)propan-2-ol